N4-(Benzimidazolin-2-on-5-yl)-N2-((2-morpholinyl)pyridin-5-yl)-5-fluoropyrimidine-2,4-diamine N1C(NC2=C1C=CC(=C2)NC2=NC(=NC=C2F)NC=2C=CC(=NC2)C2CNCCO2)=O